tert-butyl (15-(2-(2,6-dioxopiperidin-3-yl)-1,3-dioxoisoindolin-5-yl)-3,6,9,12-tetraoxapentadec-14-yn-1-yl)carbamate O=C1NC(CCC1N1C(C2=CC=C(C=C2C1=O)C#CCOCCOCCOCCOCCNC(OC(C)(C)C)=O)=O)=O